8-(3-fluorophenyl)-9-(4-((1-(3-fluoropropyl)azetidin-3-yl)methyl)phenyl)-6,7-dihydro-5H-benzo[7]annulene-3-carboxylic acid FC=1C=C(C=CC1)C=1CCCC2=C(C1C1=CC=C(C=C1)CC1CN(C1)CCCF)C=CC(=C2)C(=O)O